3-(7,8-difluoro-1-methyl-4-oxo-pyrazolo[4,3-c]quinolin-5-yl)propionic acid FC=1C(=CC=2C3=C(C(N(C2C1)CCC(=O)O)=O)C=NN3C)F